N1C(CCCC1)C(CO)C=1C=C(C=CC1)C 2-(piperidin-2-yl)-2-(m-tolyl)ethanol